ClC1=CC=C(C=C1)[C@@]1(N(C(C2=CC(=CC(=C12)F)C(C)(O)C=1C=NN(C1)CC)=O)CC1=NC=C(C=C1)Cl)OCC1(CC1)O (3R)-3-(4-chlorophenyl)-2-[(5-chloropyridin-2-yl)methyl]-6-[1-(1-ethyl-1H-pyrazol-4-yl)-1-hydroxyethyl]-4-fluoro-3-[(1-hydroxycyclopropyl)methoxy]-2,3-dihydro-1H-isoindol-1-one